(M)-2-[4-[(2S,5R)-2,5-Dimethyl-4-prop-2-enoyl-piperazin-1-yl]-6-fluoro-1-(2-isopropyl-4-methyl-3-pyridyl)-2-oxo-pyrido[2,3-d]pyrimidin-7-yl]benzamide C[C@@H]1N(C[C@H](N(C1)C(C=C)=O)C)C=1C2=C(N(C(N1)=O)C=1C(=NC=CC1C)C(C)C)N=C(C(=C2)F)C2=C(C(=O)N)C=CC=C2